C(CCCCCCC)N1C(N(C(=C1)N)C)N 1-octyl-3-methylimidazolediamine